Cl.ClC1=C(C(=O)N2CCN(CC2)C(CNC)=O)C=CC(=C1)NC=1C=2N(C=CN1)C(=CN2)C2=C(C(=C(C=C2)OC)F)F 1-(4-(2-Chloro-4-((3-(2,3-difluoro-4-methoxyphenyl)imidazo[1,2-a]pyrazin-8-yl)amino)benzoyl)piperazin-1-yl)-2-(methylamino)ethan-1-one hydrochloride